CC(=CC(=O)NC1=C(C=CC(=C1)N1C(C=CC2=CN=C3C(=C12)C=C(C=C3)C3=CC=C(C=C3)NS(=O)(=O)C)=O)C)C 3-Methyl-N-(2-methyl-5-(9-(4-(methylsulfonamido)phenyl)-2-oxobenzo[h][1,6]naphthyridin-1(2H)-yl)phenyl)but-2-enamide